C1(CC1)C1=CC=C2C=C(C(NC2=C1)=O)C(=O)O 7-cyclopropyl-2-oxo-1H-quinoline-3-carboxylic acid